4-Methoxy-7-pyridin-3-yl-thiazolo[4,5-c]pyridin COC1=NC=C(C2=C1N=CS2)C=2C=NC=CC2